ClC1=NN(C=C1N(C(CCS(=O)CCC(F)(F)F)=O)CC)C=1C=NC=CC1 N-[3-chloro-1-(3-pyridyl)pyrazol-4-yl]-N-ethyl-3-(3,3,3-trifluoropropylsulfinyl)propanamide